((3-Bromopyrazolo[1,5-a]pyrimidin-6-yl)methyl)-2-oxa-7-azaspiro[3.5]nonane BrC=1C=NN2C1N=CC(=C2)CC2OCC21CCNCC1